ClC=1C(=C(C=C(C1)Cl)NC(=O)NC1=CC(=CC(=C1)OC)NCCN)CO 1-(3,5-dichloro-2-hydroxymethylphenyl)-3-[3-(2-aminoethylamino)-5-methoxyphenyl]urea